copper isooctanoate copper gluconate O=C([C@H](O)[C@@H](O)[C@H](O)[C@H](O)CO)[O-].[Cu+2].C(CCCCC(C)C)(=O)[O-].[Cu+2]